(2-azabicyclo[2.2.2]oct-1-yl)methanol C12(NCC(CC1)CC2)CO